CCC(CC)N1N=CC(=C1)C=1C=2N(C=C(N1)C=1C=NN(C1)C[C@@H]1CNCCO1)N=CC2 (S)-2-((4-(4-(1-(pentan-3-yl)-1H-pyrazol-4-yl)pyrazolo[1,5-a]pyrazin-6-yl)-1H-pyrazol-1-yl)methyl)morpholine